(R)-N-(4-((2',4'-difluoro-[1,1'-biphenyl]-3-yl)amino)-7-((1-methylpyrrolidin-3-yl)oxy)quinazolin-6-yl)acrylamide FC1=C(C=CC(=C1)F)C1=CC(=CC=C1)NC1=NC=NC2=CC(=C(C=C12)NC(C=C)=O)O[C@H]1CN(CC1)C